3-[(3-Fluoro-1-methylazetidin-3-yl)methoxy]-5-(5-methyl-1,3-thiazol-2-yl)benzoic acid FC1(CN(C1)C)COC=1C=C(C(=O)O)C=C(C1)C=1SC(=CN1)C